NC1=NC(=C(C=C1C=1C=C2C=CNC(C2=CC1)=O)C1=CC=C(C=C1)N1CCN(CC1)CCC1CC1)F 6-(2-amino-5-(4-(4-(2-cyclopropylethyl)piperazin-1-yl)phenyl)-6-fluoropyridin-3-yl)isoquinolin-1(2H)-one